C(#N)C=1C=C(C=CC1)N1C(C(C2=CC(=CC=C12)C(=O)NC1(CCS(CC1)(=O)=O)C)(C)C)=O 1-(3-cyanophenyl)-3,3-dimethyl-N-(4-methyl-1,1-dioxidotetrahydro-2H-thiopyran-4-yl)-2-oxoindoline-5-carboxamide